NCCC(O)C=1C=C(OCC(CCC)(CCC)O)C=CC1 4-((3-(3-amino-1-hydroxypropyl)phenoxy)methyl)heptan-4-ol